trans-3-fluoro-5-[(3S)-2-[4-[(1-methylindazol-6-yl)methyl]cyclohexanecarbonyl]isoxazolidin-3-yl]benzonitrile FC=1C=C(C#N)C=C(C1)[C@H]1N(OCC1)C(=O)[C@@H]1CC[C@H](CC1)CC1=CC=C2C=NN(C2=C1)C